N-(6-(difluoromethyl)pyridin-3-yl)-6-isopropyl-2-(1-methyl-1H-imidazol-5-yl)pyrimidine-4-carboxamide FC(C1=CC=C(C=N1)NC(=O)C1=NC(=NC(=C1)C(C)C)C1=CN=CN1C)F